benzoyl-(methoxyethyl)amine C(C1=CC=CC=C1)(=O)NCCOC